3-bromo-6-chlorothiochroman-4-one BrC1CSC2=CC=C(C=C2C1=O)Cl